1-(2-cyclopropoxythiazolo[5,4-b]pyridin-5-yl)ethan-1-ol methyl-2-[(5-fluoro-1-methyl-1H-1,3-benzodiazol-2-yl)amino]-1,3-benzoxazole-5-carboxylate CC1=C(C=CC2=C1N=C(O2)NC2=NC1=C(N2C)C=CC(=C1)F)C(=O)OC(C)C1=CC=C2C(=N1)SC(=N2)OC2CC2